4-((1s,3s)-3-((tert-butyldimethylsilyl)oxy)cyclobutyl)-5-fluorobenzo[d]thiazole [Si](C)(C)(C(C)(C)C)OC1CC(C1)C1=C(C=CC2=C1N=CS2)F